5-chloro-N-[2-cyclopropyl-3-(2,4-difluorophenyl)-2-methylpropyl]-4-oxo-3H-pyrimidine-2-carboxamide ClC=1C(NC(=NC1)C(=O)NCC(CC1=C(C=C(C=C1)F)F)(C)C1CC1)=O